C(C1=CC=CC=C1)(=O)OCC=C(C#N)C#N 2,2-dicyanovinyl-methyl benzoate